N=1SN=C2C1C=CC(=C2)N benzo[c][1,2,5]thiadiazol-5-amine